N-(30-(4-hydroxyphenyl)-27-oxo-3,6,9,12,15,18,21,24-octaoxa-28-azatriacontyl)-7-nitro-2-oxo-2H-chromene-3-carboxamide OC1=CC=C(C=C1)CCNC(CCOCCOCCOCCOCCOCCOCCOCCOCCNC(=O)C=1C(OC2=CC(=CC=C2C1)[N+](=O)[O-])=O)=O